[Si](C1=CC=CC=C1)(C1=CC=CC=C1)(C(C)(C)C)OCCC#CC(B1OC(CN(CC(O1)=O)C)=O)NS(=O)(=O)C1=CC=C(C=C1)[N+](=O)[O-] N-(5-((tert-butyldiphenylsilyl)oxy)-1-(6-methyl-4,8-dioxo-1,3,6,2-dioxazaborocan-2-yl)pent-2-yn-1-yl)-4-nitrobenzenesulfonamide